ClC=1C=C2C(C(=CN(C2=CC1N1CC2=NC=CC=C2C1)C=1C=NC(=CC1)Cl)C(=O)OCC)=O Ethyl 6-chloro-1-(6-chloropyridin-3-yl)-7-(5,7-dihydro-6H-pyrrolo[3,4-b]-pyridin-6-yl)-4-oxo-1,4-dihydro-quinoline-3-carboxylate